3-(4-(dihexylamino)-3-fluorophenyl)-2,6-dimethylpyrimidin-4(3H)-one hydrobromide Br.C(CCCCC)N(C1=C(C=C(C=C1)N1C(=NC(=CC1=O)C)C)F)CCCCCC